ClC1=C(C=CC(=C1)C(F)(F)F)N1CCC(CC1)(C(=O)N[C@@H]1CN(CC1)C)C=1N=NC(=CC1)C=1N(C=CC1)C 1-[2-chloro-4-(trifluoromethyl)phenyl]-4-[6-(1-methyl-1H-pyrrol-2-yl)pyridazin-3-yl]-N-[(3S)-1-methylpyrrolidin-3-yl]piperidine-4-carboxamide